N-(pyridin-2-ylmethyl)-4-(trifluoromethyl)benzamide N1=C(C=CC=C1)CNC(C1=CC=C(C=C1)C(F)(F)F)=O